N-(azetidin-3-yl)-4-(5-((2-chlorophenyl)amino)-1H-pyrazolo[4,3-d]pyrimidin-1-yl)thiophene-2-carboxamide N1CC(C1)NC(=O)C=1SC=C(C1)N1N=CC=2N=C(N=CC21)NC2=C(C=CC=C2)Cl